N-[2-(1-benzylpiperidin-4-yl)ethyl]-7-methyl-2-(thiophen-2-yl)pyrazolo[1,5-a]pyrimidine-6-carboxamide C(C1=CC=CC=C1)N1CCC(CC1)CCNC(=O)C=1C=NC=2N(C1C)N=C(C2)C=2SC=CC2